C(C)[S@@](=O)C=1C=C(C=NC1C1=NC2=C(N=NC(=C2)C(F)(F)F)N1C)OC(C#N)(C)C 2-[[5-[(R)-ethylsulfinyl]-6-[7-methyl-3-(trifluoromethyl)imidazo[4,5-c]pyridazin-6-yl]-3-pyridyl]oxy]-2-methyl-propanenitrile